cis-1-((2H-1,2,3-triazol-2-yl)methyl)-N-(3-(5-fluoropyrimidin-2-yl)-4-methylphenyl)-3-methyl-6-azabicyclo[3.1.1]heptane-6-carboxamide N=1N(N=CC1)CC12CC(CC(N1C(=O)NC1=CC(=C(C=C1)C)C1=NC=C(C=N1)F)C2)C